(5-chloro-4-((4-(2-chloro-3-(1,5-dimethyl-4,5,6,7-tetrahydro-1H-imidazo[4,5-c]pyridine-2-carboxamido)phenyl)-2,3-dihydro-1H-inden-1-yl)oxy)-3-fluoro-2-methoxybenzyl)serine methyl ester COC([C@@H](NCC1=C(C(=C(C(=C1)Cl)OC1CCC2=C(C=CC=C12)C1=C(C(=CC=C1)NC(=O)C=1N(C2=C(CN(CC2)C)N1)C)Cl)F)OC)CO)=O